C(C)(C)(C)OC(=O)NCCCN1[N+](=CC2=CC=CC=C12)C 1-(3-((tert-butoxycarbonyl)amino)propyl)-2-methyl-1H-indazol-2-ium